(3S,4R)-3,4-dihydroxycyclohexane-1,5-diene-1,4-dicarboxylic acid O[C@H]1C=C(C=C[C@@]1(C(=O)O)O)C(=O)O